CC1=NOC(=C1C=1C=CC=2N(C1)C(=NN2)[C@@H]2C[C@@H](CCC2)NC2=NC=C(C(=N2)OC2COC2)C(F)(F)F)C N-((1R,3S)-3-(6-(3,5-dimethylisoxazol-4-yl)-[1,2,4]triazolo[4,3-a]pyridin-3-yl)cyclohexyl)-4-(oxetan-3-yloxy)-5-(trifluoromethyl)pyrimidin-2-amine